BrC=1C(=C(OC2=NC=CC=C2C2=NC(=NC=C2)N[C@@H]2CN(CCC2)C(=O)OCC2=CC=CC=C2)C=CC1)F Benzyl (3S)-3-((4-(2-(3-bromo-2-fluoro-phenoxy)-3-pyridyl)pyrimidin-2-yl)amino)piperidine-1-carboxylate